FC1=C(N)C(=CC(=C1)C1=CC=2CCC(=CC2C=C1)C#CC1=CC=C(C=C1)CCCCC)F 2,6-difluoro-4-(6-((4-pentylphenyl)ethynyl)-7,8-dihydronaphthalen-2-yl)aniline